N-((S)-1-((2S,4R)-4-hydroxy-2-(((S)-1-(4-(4-methylthiazol-5-yl)phenyl)ethyl)-carbamoyl)pyrrolidin-1-yl)-3,3-dimethyl-1-oxobutan-2-yl)-1-(piperidin-4-yl)-1H-1,2,3-triazole-4-carboxamide O[C@@H]1C[C@H](N(C1)C([C@H](C(C)(C)C)NC(=O)C=1N=NN(C1)C1CCNCC1)=O)C(N[C@@H](C)C1=CC=C(C=C1)C1=C(N=CS1)C)=O